4-(propane-1-yn-1-yl)-1-(4-(thiazol-2-yl)benzyl)-1H-indazole-7-carboxamide C(#CC)C1=C2C=NN(C2=C(C=C1)C(=O)N)CC1=CC=C(C=C1)C=1SC=CN1